BrCC1=C(C=C(OC2CN(C2)C(=O)OC(C)(C)C)C=C1C(F)(F)F)C(=O)OC tert-butyl 3-(4-(bromomethyl)-3-(methoxycarbonyl)-5-(trifluoromethyl)phenoxy)azetidine-1-carboxylate